C(C)(C)(C)C1N(CCCC1C(=O)C=1N=NC(=CC1)OS(=O)(=O)C(F)(F)F)C(=O)O.C(=O)(OCC1C2=CC=CC=C2C2=CC=CC=C12)N[C@@H](C(C)C)C(=O)O fmocvaline tert-Butyl-3-(6-(((trifluoromethyl)sulfonyl)oxy)pyridazine-3-carbonyl)piperidine-1-carboxylate